BrC1=CC=C(S1)C(C)NC1=NC(=NC2=CC=C(C=C12)[N+](=O)[O-])C N-[1-(5-bromothiophen-2-yl)ethyl]-2-methyl-6-nitroquinazolin-4-amine